2,2,2-trifluoroethyl-1,1-d2-4-methylbenzenesulfonate FC(C([2H])([2H])OS(=O)(=O)C1=CC=C(C=C1)C)(F)F